1-{5-acetyl-5-azaspiro[2.4]heptane-1-carbonyl}-4-fluoro-N-{phenyl[4-(propan-2-yl)phenyl]methyl}pyrrolidine-2-carboxamide C(C)(=O)N1CC2(CC2C(=O)N2C(CC(C2)F)C(=O)NC(C2=CC=C(C=C2)C(C)C)C2=CC=CC=C2)CC1